OC([C@H](C[C@H]1C(NCC1)=O)NC(OC(C)(C)C)=O)C(N1CCCC1)=O tert-butyl ((2S)-3-hydroxy-4-oxo-1-((S)-2-oxopyrrolidin-3-yl)-4-(pyrrolidin-1-yl)butan-2-yl)carbamate